N-((S)-6-(1-benzyl-1H-pyrazole-4-carbonyl)-2-((S)-2,2-dimethylcyclopropane-1-carbonyl)-2,6-diazaspiro[3.4]octane-8-carbonyl)-O-(cyclohexylmethyl)-L-threonine C(C1=CC=CC=C1)N1N=CC(=C1)C(=O)N1CC2(CN(C2)C(=O)[C@@H]2C(C2)(C)C)[C@@H](C1)C(=O)N[C@@H]([C@H](OCC1CCCCC1)C)C(=O)O